(1-methyl-1H-indazol-5-yl)methanone CN1N=CC2=CC(=CC=C12)C=O